6-(3-(2,2-difluoroethyl)-5-(piperidin-4-yl)-1H-indol-2-yl)-2-methylimidazo[1,2-a]pyridine FC(CC1=C(NC2=CC=C(C=C12)C1CCNCC1)C=1C=CC=2N(C1)C=C(N2)C)F